1-[3-chloro-2-(methoxymethyl)-4-methyl-5,7-dihydro-6H-pyrrolo[3,4-b]pyridin-6-yl]-2-{1-[2-(difluoromethyl)pyridin-4-yl]azetidin-3-yl}ethanone ClC=1C(=C2C(=NC1COC)CN(C2)C(CC2CN(C2)C2=CC(=NC=C2)C(F)F)=O)C